2-(4,6-dimethylpyridin-2-yl)-N-(1-(4-(2,6-dioxopiperidin-3-yl)-3,5-difluorophenyl)azetidin-3-yl)acetamide CC1=CC(=NC(=C1)C)CC(=O)NC1CN(C1)C1=CC(=C(C(=C1)F)C1C(NC(CC1)=O)=O)F